methyl 2-(3-(N-(3-cyano-4-methyl-1H-indol-7-yl)sulfamoyl)phenoxy)acetate C(#N)C1=CNC2=C(C=CC(=C12)C)NS(=O)(=O)C=1C=C(OCC(=O)OC)C=CC1